methyltri(t-butyloxy)tin C[Sn](OC(C)(C)C)(OC(C)(C)C)OC(C)(C)C